C(C=C)OC(=O)NC=1C(=CC(=C(OCCCC(=O)OC)C1)OC)C(=O)N1[C@@H](CCCC1)CO Methyl (S)-4-(5-(((allyloxy)carbonyl)amino)-4-(2-(hydroxyl-methyl)piperidine-1-carbonyl)-2-methoxyphenoxy)butanoate